5-(azetidin-3-yloxy)-6-fluoro-N-methylpyridineamide hydrochloride Cl.N1CC(C1)OC=1C=CC(=NC1F)C(=O)NC